2-[3-[(1S,2S,3R)-2-methyl-3-(4-methyl-4H-1,2,4-triazol-3-yl)cyclopropyl]phenyl]-4-(trifluoromethyl)-2,3-dihydro-1H-isoindol-1-one C[C@H]1[C@@H]([C@@H]1C1=NN=CN1C)C=1C=C(C=CC1)N1C(C2=CC=CC(=C2C1)C(F)(F)F)=O